C1(CC1)C([C@@H](C(=O)NC1=CC(=C(C=C1)C=1N(N=CC1C)C)O)NC(=O)C=1N(N=CC1)C(C)C)C1CC1 N-[(1S)-1-(dicyclopropylmethyl)-2-[4-(2,4-dimethylpyrazol-3-yl)-3-hydroxy-anilino]-2-oxo-ethyl]-2-isopropyl-pyrazole-3-carboxamide